(Trifluoromethyl)phenylboronic acid FC(F)(F)C1=C(C=CC=C1)B(O)O